FC1=CC=C(C=C1)C1=NN(C=C1C=1C2=C(N=CN1)OC(=C2)C2=CC=CC=C2)C2CC(C2)O (1r,3r)-3-(3-(4-Fluorophenyl)-4-(6-phenylfuro[2,3-d]pyrimidin-4-yl)-1H-pyrazol-1-yl)cyclobutan-1-ol